(E)-N-(3-(2-(1-(cyanomethyl)-1H-pyrazol-4-yl)vinyl)-1-(tetrahydro-2H-pyran-2-yl)-1H-indazol-5-yl)-3,5-difluorobenzenesulfonamide C(#N)CN1N=CC(=C1)/C=C/C1=NN(C2=CC=C(C=C12)NS(=O)(=O)C1=CC(=CC(=C1)F)F)C1OCCCC1